hydroxyl-propanesultone OC1CCOS1(=O)=O